(S)-8-(4-((1S,2R)-6-hydroxy-2-phenyl-1,2,3,4-tetrahydronaphthalen-1-yl)phenyl)-1-oxa-8-azaspiro[4.5]decane-3-carbaldehyde OC=1C=C2CC[C@H]([C@H](C2=CC1)C1=CC=C(C=C1)N1CCC2(C[C@@H](CO2)C=O)CC1)C1=CC=CC=C1